C1NCC12C[C@@H](CC2)N2CCC(CC2)C2=C(OCCC(C)(O)C)C=CC=C2 (R)-4-(2-(1-(2-azaspiro[3.4]oct-6-yl)piperidin-4-yl)phenoxy)-2-methylbutan-2-ol